N1=C(C=CC=C1)C(=O)O Picolinic acid